ClC1=C(C=C(C=C1)[Mg]I)CC1=CC=C(C=C1)F 4-chloro-3-(4-fluorobenzyl)phenyl-magnesium iodide